2-(4-Nitrobenzenesulfonyl)acetophenone [N+](=O)([O-])C1=CC=C(C=C1)S(=O)(=O)CC(=O)C1=CC=CC=C1